[C@H]1([C@H](O)[C@@H](O)[C@@H](O)[C@H](O1)CO)OC[C@@H]([C@@H]([C@@H](CCCC)O)O)NC(CCCCCCCCCCCCCCCCCCCCCC)=O (2S,3S,4R)-1-O-(α-D-galactosyl)-2-(N-tricosanoylamino)-1,3,4-octanetriol